COC=1C=C2C(=NC(=NC2=CC1OC)C)NC(C)C=1SC(=CC1)C=1C=NC=C(C1)C 6,7-dimethoxy-2-methyl-N-{1-[5-(5-methylpyridin-3-yl)thiophen-2-yl]ethyl}quinazolin-4-amine